tert-butyl (2R)-2-(hydroxymethyl)-5-methyl-morpholine-4-carboxylate OC[C@H]1CN(C(CO1)C)C(=O)OC(C)(C)C